C1(=CC=CC2=CC=CC=C12)SP(C1=CC=CC=C1)(C1=CC=CC=C1)=O naphthylthio-diphenyl-phosphine oxide